CC1(C2=CC(=CC=C2C=2C=CC(=CC12)NC1=CC=2C(C3=CC(=CC=C3C2C=C1)C=1C=CC=2N(C3=CC=CC=C3C2C1)C1=CC=CC=C1)(C)C)C=1C=CC=2N(C3=CC=CC=C3C2C1)C1=CC=CC=C1)C bis(9,9-dimethyl-7-(9-phenyl-9H-carbazol-3-yl)-9H-fluoren-2-yl)amine